BrC1=CC=C(C=C1)N1N=CC2=CC=C(C(=C12)F)OC 1-(4-Bromophenyl)-7-fluoro-6-methoxy-1H-indazole